(5-(2-(azetidin-3-yl)acetamido)-2-methylpyridin-3-yl)-2-(5,6-dihydro-4H-pyrrolo[1,2-b]pyrazol-3-yl)pyrazolo[5,1-b]thiazole-7-carboxamide N1CC(C1)CC(=O)NC=1C=C(C(=NC1)C)C=1N2C(SC1C1=C3N(N=C1)CCC3)=C(C=N2)C(=O)N